[Na+].C([O-])([O-])=O.[Na+] carbonic acid sodium salt